5-chloro-N-((1r,4r)-4-((3-(2,4-difluorophenyl)-2-oxo-2,3-dihydro-1H-benzo[d]imidazol-1-yl)methyl)cyclohexyl)-2-methylnicotinamide ClC=1C=NC(=C(C(=O)NC2CCC(CC2)CN2C(N(C3=C2C=CC=C3)C3=C(C=C(C=C3)F)F)=O)C1)C